(3-ureidopropyl)triethoxysilane N(C(=O)N)CCC[Si](OCC)(OCC)OCC